8-[(4,4-difluoro-1-piperidyl)methyl]-4-[(2R)-3-(3,4-dihydro-1H-isoquinolin-2-yl)-2-Hydroxy-propyl]-2,3-dihydro-1,4-benzoxazepine-5-one FC1(CCN(CC1)CC1=CC2=C(C(N(CCO2)C[C@@H](CN2CC3=CC=CC=C3CC2)O)=O)C=C1)F